(Z)-8-(2,4-Dichlorophenyl)-9-(4-((1-(3-fluoropropyl)azetidin-3-yl)(methoxyimino)methyl)phenyl)-6,7-dihydro-5H-benzo[7]annulen ClC1=C(C=CC(=C1)Cl)\C=1\CCCC2=C(\C1\C1=CC=C(C=C1)C(=NOC)C1CN(C1)CCCF)C=CC=C2